3-(3-methyl-2-oxo-4-(2,7-diazaspiro[3.5]nonan-7-yl)-2,3-dihydro-1H-benzo[d]imidazol-1-yl)piperidine-2,6-dione trifluoroacetate FC(C(=O)O)(F)F.CN1C(N(C2=C1C(=CC=C2)N2CCC1(CNC1)CC2)C2C(NC(CC2)=O)=O)=O